C1(CC1)COC(=O)NC(C(=O)O)CCN(CCCCC1=NC=2NCCCC2C=C1)CCOC1=CC=CC=C1 2-(cyclopropylmethoxycarbonylamino)-4-[2-phenoxyethyl-[4-(5,6,7,8-tetrahydro-1,8-naphthyridin-2-yl)butyl]amino]butanoic acid